C(C)C1(COC1)COCC1(COC1)CC 3-Ethyl-3-[[(3-ethyloxetan-3-yl)methoxy]methyl]oxetane